Cl.Cl.CC1(N=C(NC2=CC=CC=C12)SCCCCN1CCCC1)C 4,4-dimethyl-2-((4-(pyrrolidin-1-yl)butyl)thio)-1,4-dihydroquinazoline dihydrochloride